C(#N)C=1C=C(C(=C(C1)NC1=NC=2N(C(=N1)NC1CC1)N=CC2C#N)OC(F)F)N2[C@H](CNCC2)C (S)-2-((5-cyano-2-(difluoromethoxy)-3-(2-methylpiperazin-1-yl)phenyl)amino)-4-(cyclopropylamino)pyrazolo[1,5-a][1,3,5]triazine-8-carbonitrile